FC1(CCC(CC1)NC(=O)C=1C(N(C2=NC=C(C=C2C1O)C1=CC=C(C=C1)F)CCN1CCOCC1)=O)F N-(4,4-difluorocyclohexyl)-6-(4-fluorophenyl)-4-hydroxy-1-(2-morpholinoethyl)-2-oxo-1,2-dihydro-1,8-naphthyridine-3-carboxamide